COC1=C(C(=O)O)C=CC(=C1)C1CN(CCO1)C=1C=NC=C(C1)OC[C@@H]1CC[C@H](CC1)C(F)(F)F 2-methoxy-4-[4-(5-{[trans-4-(trifluoromethyl)cyclohexyl]methoxy}pyridin-3-yl)morpholin-2-yl]benzoic acid